1-[4-(triisopropylsilylmethyl)phenyl]-1-[4'-(methoxy)phenyl]ethylene C(C)(C)[Si](C(C)C)(C(C)C)CC1=CC=C(C=C1)C(=C)C1=CC=C(C=C1)OC